1-(3-aminophenyl)-3-cyclopropyl-5-(2-fluoro-4-iodo-anilino)-6,8-dimethyl-pyrido[4,3-d]Pyrimidine-2,4,7-trione NC=1C=C(C=CC1)N1C(N(C(C=2C1=C(C(N(C2NC2=C(C=C(C=C2)I)F)C)=O)C)=O)C2CC2)=O